2-imino-3-(5-methyl-2-propoxyphenyl)thiazolidin-4-one N=C1SCC(N1C1=C(C=CC(=C1)C)OCCC)=O